2-{2-[3-(4-{2-[1-(5-chloro-1H-1,3-benzodiazol-2-yl)-5-hydroxy-3-[4-(trifluoromethyl)phenyl]-1H-pyrazol-4-yl]ethyl}phenyl)propoxy]ethoxy}acetic acid ClC1=CC2=C(NC(=N2)N2N=C(C(=C2O)CCC2=CC=C(C=C2)CCCOCCOCC(=O)O)C2=CC=C(C=C2)C(F)(F)F)C=C1